(pyrido[3,4-b]pyrazin-5-yl)piperidin N1=C2C(=NC=C1)C(=NC=C2)N2CCCCC2